Tetramethylammonium perchlorate salt Cl(=O)(=O)(=O)[O-].C[N+](C)(C)C